C(C1=C(C(=CC(=C1)C(CC(C)(C)C)(C)C)N1N=C2C(=N1)C=CC=C2)O)C2=C(C(=CC(=C2)C(CC(C)(C)C)(C)C)N2N=C1C(=N2)C=CC=C1)O 2,2'-methylene-bis[4-(1,1,3,3-tetramethylbutyl)-6-benzotriazole-2-ylphenol]